(5-(4-(4-cyanophenyl)-4-fluoropiperidine-1-carbonyl)-2-methoxyphenyl)-3-(tetrahydrofuran-3-yl)urea C(#N)C1=CC=C(C=C1)C1(CCN(CC1)C(=O)C=1C=CC(=C(C1)NC(=O)NC1COCC1)OC)F